BrC1=C(C=C(C=2SC(=C(C21)C#N)NC(OCC)=O)F)F Ethyl (4-bromo-3-cyano-5,7-difluorobenzo[b]thiophen-2-yl)carbamate